FC1(CCN(CC1)C1=NC(=CC(=N1)C=1C=NN(C1)C1=C(C=C(C=C1)NS(=O)(=O)CC(=O)OC)N1CCC2(CC2)CC1)CC)F methyl 2-(N-(4-(4-(2-(4,4-difluoropiperidin-1-yl)-6-ethylpyrimidin-4-yl)-1H-pyrazol-1-yl)-3-(6-azaspiro[2.5]octan-6-yl)phenyl)sulfamoyl)acetate